CC1=CC(=NC=C1C1=CC=C(C=C1)NC([C@@H]1N(CCC1)C(NC1=CC=C(C=C1)C(C)C)=O)=O)C(=O)O 4-methyl-5-{4-[(1-{[4-(propan-2-yl)phenyl]carbamoyl}-D-prolyl)amino]phenyl}pyridine-2-carboxylic acid